OC(CCCC=C(C(=O)N)CC(=O)N)O dihydroxybutyl-itaconamide